2-({[2-(Difluoromethoxy)-4-methylpyridin-3-yl]methyl}sulfanyl)-3H,5H,6H,7H-cyclopenta[d]pyrimidin-4-one FC(OC1=NC=CC(=C1CSC=1NC(C2=C(N1)CCC2)=O)C)F